C(C1=CC=CC=C1)N1CC2=C(N=C(N=C2)Cl)C(C1)CC 6-benzyl-2-chloro-8-ethyl-5,6,7,8-tetrahydropyrido[4,3-d]Pyrimidine